methyltriethylammonium tetrafluoroborate F[B-](F)(F)F.C[N+](CC)(CC)CC